C1(CC1)N1[C@@H](CN(CC1)C1=CC(N(N=C1)CC=1C(=NOC1C)C=1C=NC(=CC1)C)=O)C (R)-5-(4-Cyclopropyl-3-methylpiperazin-1-yl)-2-((5-methyl-3-(6-methylpyridin-3-yl)isoxazol-4-yl)methyl)pyridazin-3(2H)-one